6-chloro-5'-(3-chloro-5-fluorophenyl)-2'-(2-ethoxy-4-methoxypyrimidin-5-yl)-3'-isopropyl-3'H-spiro[indoline-3,4'-pyrrolo[3,4-d]imidazole]-2,6'(5'H)-dione ClC1=CC=C2C(=C1)NC(C21N(C(C=2N=C(N(C21)C(C)C)C=2C(=NC(=NC2)OCC)OC)=O)C2=CC(=CC(=C2)F)Cl)=O